2-methoxy-5-(3,4,5-trimethoxystyryl)aniline ammonium carbonate C([O-])([O-])=O.[NH4+].COC1=C(N)C=C(C=C1)C=CC1=CC(=C(C(=C1)OC)OC)OC.[NH4+]